fumaric acid diglycidyl ester C(C1CO1)OC(\C=C\C(=O)OCC1CO1)=O